C(C(=C)C)(=O)OCC(COCCOCC(COC(C(=C)C)=O)O)O 1,2-Bis(3-methacryloxy-2-hydroxypropyl-oxy)ethane